FC=1C=C(CC=2C=CC(=NC2)NC(=O)C2=NN(C(CC2)=O)C)C=CC1 N-(5-(3-fluorobenzyl)pyridin-2-yl)-1-methyl-6-oxo-1,4,5,6-tetrahydropyridazine-3-carboxamide